FC(C1=C2CN(C(C2=CC(=C1)CNC1(CCC1)C)=O)C1=CC(=CC=C1)[C@H](C1=NN=CN1C)C1CC(C1)F)F 4-(difluoromethyl)-2-(3-((R)-((1s,3S)-3-fluorocyclobutyl)(4-methyl-4H-1,2,4-triazol-3-yl)methyl)phenyl)-6-(((1-methylcyclobutyl)amino)methyl)isoindolin-1-one